C(C)(C)C1=C(CNC(=O)C2=CC=3C(=NC=CC3)N2)C=C(C=C1)C(NC1=C(C(=CC=C1)CN1CCN(CC1)C)C(F)(F)F)=O N-(2-isopropyl-5-((3-((4-methylpiperazin-1-yl)methyl)(trifluoromethyl)phenyl)carbamoyl)benzyl)-1H-pyrrolo[2,3-b]pyridinecarboxamide